ClC1=C(CN2C(C3=NC=CC=C3C2=O)([2H])[2H])C(=CC(=C1)C=1C2=CN(N=C2C(=CC1)OCCOC)C)F 6-(2-chloro-6-fluoro-4-(7-(2-methoxyethoxy)-2-methyl-2H-indazol-4-yl)benzyl)-6,7-dihydro-5H-pyrrolo[3,4-b]pyridin-5-one-7,7-d2